(S)-4-(4-((4-([1,2,4]triazolo[1,5-a]pyridin-7-yloxy)-2,5-difluorophenyl)amino)-7-bromopyrido[3,2-d]pyrimidin-6-yl)-2-(hydroxymethyl)piperazine-1-carboxylic acid tert-butyl ester C(C)(C)(C)OC(=O)N1[C@@H](CN(CC1)C=1C(=CC=2N=CN=C(C2N1)NC1=C(C=C(C(=C1)F)OC1=CC=2N(C=C1)N=CN2)F)Br)CO